(5-((5-(7-methyl-9-oxa-3,7-diazabicyclo[3.3.1]non-3-yl)pyridin-2-yl)ethynyl)-8-(methylamino)-2,7-naphthyridin-3-yl)cyclopropanecarboxamide CN1CC2CN(CC(C1)O2)C=2C=CC(=NC2)C#CC2=C1C=C(N=CC1=C(N=C2)NC)C2(CC2)C(=O)N